4-[7-[2-(1-cyclopropylpyrazol-4-yl)tetrahydropyran-4-yl]-2-methyl-4-oxo-3-(trifluoromethyl)pyrido[1,2-a]pyrimidin-9-yl]-3-fluoro-benzonitrile C1(CC1)N1N=CC(=C1)C1OCCC(C1)C=1C=C(C=2N(C(C(=C(N2)C)C(F)(F)F)=O)C1)C1=C(C=C(C#N)C=C1)F